ClNC(CC)S(=O)(=O)O N-chloroaminopropanesulfonic acid